N-cinnamyl-3,5-bis(trifluoromethyl)aniline C(C=CC1=CC=CC=C1)NC1=CC(=CC(=C1)C(F)(F)F)C(F)(F)F